Cl.N1C=NC(=C1)C1=C2CCO[C@H](C2=CC=C1)CN |o1:11| rel-(R)-(5-(1H-Imidazol-4-yl)isochroman-1-yl)methanamine hydrochloride salt